tert-butyl N-[(S)-{3-[5-(cyclopropylamino)-3-(4-fluoro-2-methylphenoxy)-6-(trifluoromethyl)pyridazine-4-amido]phenyl}(methyl)oxo-λ6-sulfanylidene]carbamate C1(CC1)NC=1C(=C(N=NC1C(F)(F)F)OC1=C(C=C(C=C1)F)C)C(=O)NC=1C=C(C=CC1)[S@@](=NC(OC(C)(C)C)=O)(=O)C